N1C[C@H](CCC1)NC1=NC=C(C(=N1)C1=NNC=C1)C(F)(F)F N-[(3S)-piperidin-3-yl]-4-(1H-pyrazol-3-yl)-5-(trifluoromethyl)pyrimidin-2-amine